C(#N)C1(CC1)C(C)N1N=CC(=C1C)C(=O)N(C1=CN=NC=C1)C 1-[1-(1-cyanocyclopropyl)ethyl]-N,5-di-methyl-N-pyridazin-4-yl-pyrazole-4-carboxamide